methyl 2-[(3S)-5,5-difluoropiperidin-3-yl]acetate FC1(C[C@@H](CNC1)CC(=O)OC)F